tert-butyl (3-(3,5-difluoro-4-(4,4,5,5-tetramethyl-1,3,2-dioxaborolan-2-yl)phenyl)cyclobutyl)carbamate FC=1C=C(C=C(C1B1OC(C(O1)(C)C)(C)C)F)C1CC(C1)NC(OC(C)(C)C)=O